BrC1=CN=C(N1)C(=O)O 5-bromo-1H-imidazole-2-carboxylic acid